C(C)(C)(C)N([C@H]1CN(CC1)C=1N=NC(=CC1)C1=C(C=C(C(=C1)F)C1=CN=NC(=C1)OC)OCOC)C (3R)-N-tert-butyl-1-{6-[5-fluoro-2-(methoxymethoxy)-4-(6-methoxypyridazin-4-yl)phenyl]pyridazin-3-yl}-N-methylpyrrolidin-3-amine